azabicyclo[1.1.1]pentane N12CC(C1)C2